SCCCCCCN 6-sulfydryl-1-hexylamine